diisobutyl-2,3-dicyclohexyl-2-methylsuccinate C(C(C)C)OC(C(C(C(=O)OCC(C)C)C1CCCCC1)(C)C1CCCCC1)=O